C1=C2C=3C=C4C(=CC3NC2=CC=C1)NC=1C=CC=CC14 5,7-dihydroindolo[2,3-b]carbazole